[N+](=O)([O-])[Ag] mononitrosilver(I)